O=C1NC(CCC1N1C(C2=CC=CC(=C2C1=O)NCCCCCCCCCCCC(=O)NC1=C2C(N(C(C2=CC=C1)=O)[C@H](CS(=O)(=O)C)C1=CC(=C(C=C1)OC)OCC)=O)=O)=O 12-((2-(2,6-dioxopiperidin-3-yl)-1,3-dioxoisoindolin-4-yl)amino)-N-(2-((S)-1-(3-ethoxy-4-methoxyphenyl)-2-(methylsulfonyl)ethyl)-1,3-dioxoisoindolin-4-yl)dodecanamide